3-(3-Cyano-4-fluorophenyl)-1-(8,9-difluoro-3,3-dioxido-6-oxo-1,4,5,6-tetrahydro-2H-thiopyrano[3,4-c]isoquinolin-1-yl)-1-methylurea C(#N)C=1C=C(C=CC1F)NC(N(C)C1CS(CC=2NC(C=3C=C(C(=CC3C21)F)F)=O)(=O)=O)=O